4-(2-methoxyphenyl)-6-methyl-N-(5-{2-oxaspiro[3.3]heptane-6-carbonyl}-4H,5H,6H-pyrrolo[3,4-d][1,3]thiazol-2-yl)pyridine-3-carboxamide COC1=C(C=CC=C1)C1=C(C=NC(=C1)C)C(=O)NC=1SC2=C(N1)CN(C2)C(=O)C2CC1(COC1)C2